(+/-)-trans-tert-Butyl 4-(4-Methoxyphenyl)-3-{[(methylsulfonyl)oxy]-methyl}pyrrolidine-1-carboxylate COC1=CC=C(C=C1)[C@H]1[C@@H](CN(C1)C(=O)OC(C)(C)C)COS(=O)(=O)C |r|